ClC1=NC=CC(=C1F)\C=C\[N+](=O)[O-] 2-chloro-3-fluoro-4-((E)-2-nitro-vinyl)-pyridine